4-benzyl-2-(1-benzyl-1H-pyrazol-4-yl)morpholine hydrochloride Cl.C(C1=CC=CC=C1)N1CC(OCC1)C=1C=NN(C1)CC1=CC=CC=C1